(S)-4-((2-hydroxy-2-methylpropyl)(4-(5,6,7,8-tetrahydro-1,8-naphthyridin-2-yl)butyl)amino)-2-(pyrido[2,3-d]pyrimidin-4-ylamino)butanoic acid OC(CN(CC[C@@H](C(=O)O)NC=1C2=C(N=CN1)N=CC=C2)CCCCC2=NC=1NCCCC1C=C2)(C)C